tert-Butyl (4-(3-((3-carbamoyl-5-ethyl-6-((tetrahydro-2H-pyran-4-yl)amino)pyrazin-2-yl)amino)phenoxy)butyl)carbamate C(N)(=O)C=1C(=NC(=C(N1)CC)NC1CCOCC1)NC=1C=C(OCCCCNC(OC(C)(C)C)=O)C=CC1